C(C)(C)(C)OC([C@@H](CC1=CC(=CC=C1)NS(=O)(=O)C1CC1)[C@@H]1CN(CC1)C(=O)OC(C)(C)C)=O tert-Butyl (3R)-3-[(1S)-2-tert-butoxy-1-[[3-(cyclopropylsulfonylamino) phenyl]methyl]-2-oxo-ethyl]pyrrolidine-1-carboxylate